N-(2-amino-2-methylpropyl)-6-(3-methyl-1H-indol-2-yl)pyrazine-2-carboxamide NC(CNC(=O)C1=NC(=CN=C1)C=1NC2=CC=CC=C2C1C)(C)C